4-heptyloxymethoxy-1-methylbutylmagnesium iodide C(CCCCCC)OCOCCCC(C)[Mg]I